C(C)(C)(C)OC(=O)N1C=CC2=C1N=CN=C2Cl 4-chloro-7H-pyrrolo[2,3-d]pyrimidine-7-carboxylic acid tert-butyl ester